4H-dispiro[benzo[d]isoxazol-7,3'-pyran-4',2''-[1,3]dioxolane]-3-carboxylate O1C2(OCC1)C1(COC=C2)C=CCC=2C(=NOC21)C(=O)[O-]